3-[(5S)-5-isopropyl-2-methyl-1-cyclohexen-1-yl]propanal C(C)(C)[C@H]1CCC(=C(C1)CCC=O)C